FC1=CC2=C(CNCCO2)C=C1 8-fluoro-2,3,4,5-tetrahydrobenzo[f][1,4]oxazepine